(S)-3-methyl-1,4-oxaazepane hydrochloride Cl.C[C@H]1COCCCN1